NC1=NC=NN2C1=C(N=C2[C@H]2CN(CCC2)C(C=C)=O)C2=CC(=C(C=C2)OCC2=NC=CC=C2)Cl (R)-1-(3-(4-amino-5-(3-chloro-4-(pyridin-2-ylmethoxy)phenyl)imidazo[5,1-f][1,2,4]triazin-7-yl)piperidin-1-yl)prop-2-en-1-one